Trifluoroketone CC(=O)C(F)(F)F